N-(6-(naphthalen-2-yl)imidazo[2,1-b]oxazol-5-yl)isoindoline-2-carboxamide C1=C(C=CC2=CC=CC=C12)C=1N=C2OC=CN2C1NC(=O)N1CC2=CC=CC=C2C1